CS(=O)(=O)[O-].C(CCCCCCCCC)[NH+]1C=C(C=C1)CCC 1-Decyl-3-propylpyrrolium methansulfonat